N1(C=NCC1)N Imidazolinamin